7-methyl-19-(oxan-2-yl)-8,14-dioxa-4,10,19,20-tetraazatetracyclo[13.5.2.12,6.018,21]tricosa-1(20),2,4,6(23),15,17,21-heptaen-9-one CC1C=2C=NC=C(C3=NN(C4=CC=C(OCCCNC(O1)=O)C=C34)C3OCCCC3)C2